((R)-1-(2-chloro-3-fluorophenyl)-2-methylpropoxy)-4-methyl-N-((R,E)-4-(methylsulfonyl)but-3-en-2-yl)pyrimidine-2-carboxamide ClC1=C(C=CC=C1F)[C@@H](C(C)C)OC=1C(=NC(=NC1)C(=O)N[C@H](C)\C=C\S(=O)(=O)C)C